6-cyclopropylthieno[2,3-b]pyrazine-2-carbaldehyde C1(CC1)C1=CC=2C(=NC=C(N2)C=O)S1